5-cyano-4-(2-methoxyphenyl)thiazole ALPHA,ALPHA-DIMETHYLBENZYL-ISOBUTYRATE CC(C1=CC=CC=C1)(C)OC(C(C)C)=O.C(#N)C1=C(N=CS1)C1=C(C=CC=C1)OC